C(C)(C)(C)OC(=O)N1CC(C(CC1)O)C(=O)O tert-butoxycarbonyl-4-hydroxypiperidine-3-carboxylic acid